3-methyl-6-benzyl-1,4-thiazine-2,5-dione CC=1C(SC(C(N1)=O)CC1=CC=CC=C1)=O